S1C(=CC=C1C1=CC=C(C=C1)N1C(=CC=C1)C=O)C1=CC=C(C=C1)N1C(=CC=C1)C=O 1'-(thiophene-2,5-diylbis(4,1-phenylene))bis(1H-pyrrole-2-carbaldehyde)